6-bromo-3-(2,2-difluoroethyl)-5-methoxybenzo[d]oxazol-2(3H)-one BrC1=CC2=C(N(C(O2)=O)CC(F)F)C=C1OC